NC1=NC=C2N(C(N(C2=N1)[C@@H]1O[C@@H]([C@H]([C@H]1O)F)CO)=O)CC(=O)O (2-amino-9-((2R,3S,4S,5R)-4-fluoro-3-hydroxy-5-(hydroxymethyl)tetrahydrofuran-2-yl)-8-oxo-8,9-dihydro-7H-purin-7-yl)acetic acid